6-((4'-(4-pentylcyclohexyl)-[1,1'-biphenyl]-4-yl)oxy)hexyl 3-(3,5-di-tert-butyl-4-hydroxyphenyl)propanoate C(C)(C)(C)C=1C=C(C=C(C1O)C(C)(C)C)CCC(=O)OCCCCCCOC1=CC=C(C=C1)C1=CC=C(C=C1)C1CCC(CC1)CCCCC